tert-butyl 4-(aminomethyl)-2,2-dimethylpiperidine-1-carboxylate NCC1CC(N(CC1)C(=O)OC(C)(C)C)(C)C